cyclopropyl-N5-(4-((6,7-dimethoxyquinolin-4-yl)oxy)-3-fluorophenyl)-3-(4-fluorophenyl)-4-oxo-1-((tetrahydro-2H-pyran-4-yl)methyl)-1,4-dihydropyridine-2,5-dicarboxamide C1(CC1)C1=C(C(C(=C(N1CC1CCOCC1)C(=O)N)C1=CC=C(C=C1)F)=O)C(=O)NC1=CC(=C(C=C1)OC1=CC=NC2=CC(=C(C=C12)OC)OC)F